COC1=CC=C(CN(S(=O)(=O)CC)CC2=CC=C(C=C2)OC)C=C1 N,N-bis(4-methoxybenzyl)ethane-1-sulfonamide